C(#N)N1C2CCC(C1)[C@H]2NC(=O)C2=NNC(=C2)C2=C(C=NC=C2)OC2=CC=CC=C2 N-((7R)-2-cyano-2-azabicyclo[2.2.1]heptan-7-yl)-5-(3-phenoxypyridin-4-yl)-1H-pyrazole-3-carboxamide